FC=1C=NC2=C(C(=CC=C2C1)F)C=1C(=NC(=CC1)CC)N (3,7-Difluoroquinolin-8-yl)-6-ethylpyridin-2-amine